C(C)N1N=C2C(=CC=C(C2=C1)N1CCC(CC1)NC1CC(C1)O)C(=O)NC=1C=C(C=2N(C1)C=C(N2)C)F 2-ethyl-N-{8-fluoro-2-methylimidazo[1,2-a]pyridin-6-yl}-4-(4-{[(1r,3r)-3-hydroxycyclobutyl]amino}piperidin-1-yl)indazole-7-carboxamide